F[C@H]1CN(C[C@@H]([C@H]1NC(=O)C1=CC(=CC=2N(C=NC21)CC(F)(F)F)C#CCNC=2C(OC)=CC=C(C2)P(=O)(C)C)C)CCOC N-[(3S,4R,5S)-3-fluoro-1-(2-methoxyethyl)-5-methyl-4-piperidyl]-6-{3-[4-(dimethylphosphoryl)-2-anisidino]-1-propynyl}-1-(2,2,2-trifluoroethyl)-1H-1,3-benzimidazole-4-carboxamide